BrC=1SC(=C(N1)C(F)(F)F)C(=O)NCC1=NC=C(C=C1F)F 2-bromo-N-[(3,5-difluoropyridin-2-yl)methyl]-4-(trifluoromethyl)-1,3-thiazole-5-carboxamide